NCCC1CCN(CC1)C([C@H](CC1CC1)N1C([C@@H](NCC1)CC(C)(C)C)=O)=O (S)-1-{(S)-2-[4-(2-Aminoethyl)-1-piperidyl]-1-(cyclopropylmethyl)-2-oxoethyl}-3-neopentyl-2-piperazinone